C(C)OC(C(=O)[O-])CCC ethoxy-2-propylacetat